[N+](=O)([O-])C1=C(C(=CC(=C1Br)[N+](=O)[O-])[N+](=O)[O-])OC 2,4,6-trinitro-3-bromoanisole